ClC1=CC(=NC2=CC=CC=C12)CC1C(C(=NO1)C1=CC=CC=C1)(C)C 5-((4-chloroquinolin-2-yl)methyl)-4,4-dimethyl-3-phenyl-4,5-dihydroisoxazole